3-{(5aR,6R,7R,8aS)-7-hydroxy-6-[(E,3R)-3-hydroxy-4-phenoxy-1-buten-1-yl]octahydro-2H-cyclopenta[b]oxepin-3-yl}propanoic acid O[C@H]1[C@@H]([C@@H]2[C@@H](OCC(CC2)CCC(=O)O)C1)\C=C\[C@H](COC1=CC=CC=C1)O